2-(4-chlorophenyl)-4-(3-pyrrolylmethyl)-thieno[2,3-d]pyridazine ClC1=CC=C(C=C1)C1=CC=2C(=CN=NC2CC2=CNC=C2)S1